rel-3-(5-(difluoromethyl)-1,3,4-thiadiazol-2-yl)-8-((2S,5S)-2-(hydroxymethyl)-5-methylmorpholino)-N-(1-methylcyclopropyl)imidazo[1,2-a]pyridine-6-sulfonamide FC(C1=NN=C(S1)C1=CN=C2N1C=C(C=C2N2C[C@H](OC[C@@H]2C)CO)S(=O)(=O)NC2(CC2)C)F |o1:18,21|